3-ethyl-3-[{3-(trimethoxysilyl)propoxy}methyl]oxetane C(C)C1(COC1)COCCC[Si](OC)(OC)OC